2-[2-(1,1-difluoroethyl)-4-methylpyrimidin-5-yl]sulfonyl-6-(2-oxaspiro[3.3]heptan-6-yl)-2,6-diazaspiro[3.3]heptane FC(C)(F)C1=NC=C(C(=N1)C)S(=O)(=O)N1CC2(C1)CN(C2)C2CC1(COC1)C2